5-(4-morpholinophenyl)-N-(2-thienylmethyl)imidazo[2,1-b][1,3,4]thiadiazol-2-amine O1CCN(CC1)C1=CC=C(C=C1)C1=CN=C2SC(=NN21)NCC=2SC=CC2